COC1=NC=CC(=C1)C=1C=CC(=C(C1)O)C1=CN=C(N=N1)N(C1C[C@@H]2[C@@H](CNC2)C1)C 5-(2-methoxypyridin-4-yl)-2-(3-(methyl((3aR,5s,6aS)-octahydrocyclopenta[c]pyrrol-5-yl)amino)-1,2,4-triazin-6-yl)phenol